2-((3R,4R)-3-amino-4-fluoropiperidin-1-yl)-1-((5-cyanopyridin-2-yl)methyl)-6-fluoro-1H-benzo[d]imidazole-4-carbonitrile N[C@@H]1CN(CC[C@H]1F)C1=NC2=C(N1CC1=NC=C(C=C1)C#N)C=C(C=C2C#N)F